N-((1-(2,4-difluorobenzyl)-3-fluorocyclobutyl)methyl)-6-oxo-1,6-dihydropyrimidine-2-carboxamide FC1=C(CC2(CC(C2)F)CNC(=O)C=2NC(C=CN2)=O)C=CC(=C1)F